4-acryloxyfluorene C(C=C)(=O)OC1=CC=CC=2CC3=CC=CC=C3C12